(S)-tert-butyl 2-cyano-4-((S)-3-fluoro-2-(1-methyl-3-(trifluoromethyl)-1H-pyrazol-4-yl)phenyl)-4,5-dihydrothieno[2,3-c]pyridine-6(7H)-carboxylate C(#N)C1=CC2=C(CN(C[C@H]2C2=C(C(=CC=C2)F)C=2C(=NN(C2)C)C(F)(F)F)C(=O)OC(C)(C)C)S1